(E)-5-bromo-4-(2-(dimethylamino)vinyl)-2-methoxy-3-nitrobenzoic acid methyl ester COC(C1=C(C(=C(C(=C1)Br)\C=C\N(C)C)[N+](=O)[O-])OC)=O